C1(CC1)N(C=1N=CC(=NC1)C1=C(C=C(C(=C1)F)N1N=NC=C1)O)[C@@H]1[C@@H]([C@]2(CC[C@@](C1)(N2)C)C)F 2-(5-{cyclopropyl[(1R,2S,3S,5S)-2-fluoro-1,5-dimethyl-8-azabicyclo[3.2.1]octan-3-yl]amino}pyrazin-2-yl)-4-fluoro-5-(1H-1,2,3-triazol-1-yl)phenol